7-((5-chloropyridin-2-yl)methyl)-1-(3-hydroxypropyl)-8-(3-methoxyphenoxy)-3-methyl-1H-purine-2,6(3H,7H)-dione ClC=1C=CC(=NC1)CN1C(=NC=2N(C(N(C(C12)=O)CCCO)=O)C)OC1=CC(=CC=C1)OC